(S)-3-amino-7-(benzyloxy)-5-methyl-2,3-dihydrobenzo[b][1,4]oxazepin-4(5H)-one hydrochloride Cl.N[C@@H]1C(N(C2=C(OC1)C=CC(=C2)OCC2=CC=CC=C2)C)=O